(4S,5R)-1-(1-(4-fluorophenyl)-1H-indazol-5-yl)-5-phenyl-4-(pyridin-2-ylamino)pyrrolidin-2-one FC1=CC=C(C=C1)N1N=CC2=CC(=CC=C12)N1C(C[C@@H]([C@H]1C1=CC=CC=C1)NC1=NC=CC=C1)=O